(1S,2S)-N-[[(2S)-2-(3-chlorophenyl)-3,3-difluoro-oxetan-2-yl]methyl]-2-phenyl-cyclopropanecarboxamide ClC=1C=C(C=CC1)[C@]1(OCC1(F)F)CNC(=O)[C@@H]1[C@H](C1)C1=CC=CC=C1